4-[3-(aminomethyl)pyrazol-1-yl]-3-(6-phenylpyridazin-4-yl)oxybenzonitrile NCC1=NN(C=C1)C1=C(C=C(C#N)C=C1)OC1=CN=NC(=C1)C1=CC=CC=C1